(1S,3R,5R)-3-[(3-chloro-1,2,4-triazin-6-yl)amino]-2-fluoro-8-azabicyclo[3.2.1]Octane ClC=1N=NC(=CN1)N[C@H]1C([C@@H]2CC[C@H](C1)N2)F